9,10-diaminooctadecanediamine NC(CCCCCCCC(N)N)C(CCCCCCCC)N